2,2,2-trifluoro-1-[6-(trifluoromethyl)-1H-indol-3-yl]ethanone FC(C(=O)C1=CNC2=CC(=CC=C12)C(F)(F)F)(F)F